N1C2=C(N(CC1)C(=O)OC(C)(C)C)N=CC=C2 tert-butyl 1H,2H,3H,4H-pyrido[2,3-b]pyrazine-4-carboxylate